2-(1-ethyl-3-methyl-1H-pyrazol-5-yl)-8-methoxy-9H-pyrimido[4,5-b]Indole-6-carbonylFormamide C(C)N1N=C(C=C1C=1N=CC2=C(NC3=C(C=C(C=C23)C(=O)NC=O)OC)N1)C